CCCCCCCCCCCCCCCC(=O)OC[C@H](COP(=O)([O-])OCC[N+](C)(C)C)OC(=O)CCC The molecule is a 1,2-diacyl-sn-glycero-3-phosphocholine in which the two acyl substituents at positions 1 and 2 are specified as palmitoyl and butanoyl respectively. It derives from a hexadecanoic acid and a butyric acid.